FC(C(COCCF)(F)F)F 1,1,2,2-tetrafluoro-3-(2-fluoroethoxy)propane